C(C)OC(C(C(=O)OCC)C1=C(C=C(C=C1)C#N)F)=O 2-(4-cyano-2-fluorophenyl)malonic acid diethyl ester